methyl 4-((3-(4-(((3R,4S)-3-fluoro-1-isopropylpiperidin-4-yl)amino)-1-(2,2,2-trifluoroethyl)-1H-indol-2-yl)prop-2-yn-1-yl)amino)-3-methoxybenzoate F[C@@H]1CN(CC[C@@H]1NC1=C2C=C(N(C2=CC=C1)CC(F)(F)F)C#CCNC1=C(C=C(C(=O)OC)C=C1)OC)C(C)C